2-{4'-(pyridin-3-yl)-biphenyl-4-yl}-4,6-bis(phenanthren-9-yl)-benzoxazole N1=CC(=CC=C1)C1=CC=C(C=C1)C1=CC=C(C=C1)C=1OC2=C(N1)C(=CC(=C2)C=2C1=CC=CC=C1C=1C=CC=CC1C2)C=2C1=CC=CC=C1C=1C=CC=CC1C2